tert-butyl-N-[(4-propan-2-yloxyphenyl)methyl]-carbamate C(C)(C)(C)OC(NCC1=CC=C(C=C1)OC(C)C)=O